OC(CCC1=CC=C(OCC2=CC(=NN2C2=CC=CC=C2)C)C=C1)C 5-[[4-(3-hydroxybutyl)phenoxy]methyl]-3-methyl-1-phenyl-pyrazole